(R)-3-methyl-4-(7-(3-methylthiophen-2-yl)-2-(1H-pyrrolo[2,3-b]pyridin-4-yl)thieno[3,2-d]pyrimidin-4-yl)morpholine C[C@H]1N(CCOC1)C=1C2=C(N=C(N1)C1=C3C(=NC=C1)NC=C3)C(=CS2)C=2SC=CC2C